(3R,4R)-3-fluoro-1-methanesulfonyl-N-[5-methyl-7-(sec-butyl)imidazo[4,3-f][1,2,4]triazin-2-yl]piperidin-4-amine F[C@@H]1CN(CC[C@H]1NC1=NN2C(C=N1)=C(N=C2C(C)CC)C)S(=O)(=O)C